CN[C@H]1C[C@@H](CN1)NC(=O)C1=CC=2N(C=C1)C(=CN2)C2=CC(=CC=C2)N2N=C(C=C2C)C N-[(3S,5R)-5-(methylamino)pyrrolidin-3-yl]-3-[3-(3,5-dimethyl-1H-pyrazol-1-yl)phenyl]imidazo[1,2-a]pyridine-7-carboxamide